ClC1=CC(=CC=2N=C(OC21)C=2C(=C(C=CC2)C2=C(C(=CC=C2)NC=2N=CC=C1C=C(C=NC21)CN2C[C@H](CC2)O)C)C)CN2C[C@@H](CC2)C(=O)O (R)-1-((7-chloro-2-(3'-(3-(((S)-3-hydroxypyrrolidin-1-yl)methyl)-1,7-naphthyridin-8-ylamino)-2,2'-dimethylbiphenyl-3-yl)benzo[d]oxazol-5-yl)methyl)pyrrolidine-3-carboxylic acid